(S)-tert-butyl 4-((S)-2-((S)-2-aminopropionamido)-3-(tert-butoxy) propanamido)-5-((4-(hydroxymethyl) phenyl) amino)-5-oxopentanoate N[C@H](C(=O)N[C@H](C(=O)N[C@@H](CCC(=O)OC(C)(C)C)C(=O)NC1=CC=C(C=C1)CO)COC(C)(C)C)C